ClC=1C=C(C=CC1C1=NC(=C(C=C1)F)C#N)S(=O)(=O)NC1CNC1 3-chloro-4-(6-cyano-5-fluoropyridin-2-yl)-N-(1,1-thiazetidin-3-yl)benzenesulfonamide